C(#N)C1=CC(=CC=2N=C(OC21)C=2C(=C(C=CC2)C2=C(C(=CC=C2)NC=2N=CC=C1C=C(C=NC21)C2NCCC2)C)C)CN2CCCC2 (3R)-1-((7-Cyano-2-(2,2'-dimethyl-3'-(3-(pyrrolidin-2-yl)-1,7-naphthyridin-8-ylamino)biphenyl-3-yl)benzo[d]oxazol-5-yl)methyl)pyrrolidin